2,2,2-trichloroethyl (E)-(2-(6-methyl-4,8-dioxo-1,3,6,2-dioxazaborocan-2-yl)-1-phenylhect-3-en-2-yl) sulfate S(=O)(=O)(OCC(Cl)(Cl)Cl)OC(CC1=CC=CC=C1)(\C=C\CCCCCCCCCCCCCCCCCCCCCCCCCCCCCCCCCCCCCCCCCCCCCCCCCCCCCCCCCCCCCCCCCCCCCCCCCCCCCCCCCCCCCCCCCCCCCCCC)B1OC(CN(CC(O1)=O)C)=O